BrC1(C=CC(C=C1)(C)Br)C 1,4-dibromo-p-xylene